FC=1C=CC(=NC1)C(O)C 5-fluoro-2-(oxapropane-2-yl)pyridine